calcium bicarbonate salt C([O-])(O)=O.[Ca+2].C([O-])(O)=O